N1=CC(=CC=C1)C=1OC2=C(N1)C=C(C=C2)NC2=NC=CC=N2 2-(pyridin-3-yl)-N-(pyrimidin-2-yl)-1,3-benzooxazol-5-amine